(S)-N-((5-chloropyridin-2-yl)(piperidin-4-yl)methyl)-4-(trifluoromethoxy)benzenesulfonamide ClC=1C=CC(=NC1)[C@@H](NS(=O)(=O)C1=CC=C(C=C1)OC(F)(F)F)C1CCNCC1